P(=O)(OC)(OC)OC(=C)C1=CC=CC2=CC=CC=C12 dimethyl (1-(naphthalene-1-yl) vinyl) phosphate